3-fluoro-4-(3-methyl-1H-pyrazol-5-yl)nicotinamide FC1(C(=O)N)CN=CC=C1C1=CC(=NN1)C